Cl.C12CC(CC(CC1)N2)N(C=2SC1=NC(=CC=C1N2)C2=CC1=CN(N=C1C(=C2)C#N)C)C 5-{2-[(3-exo)-8-Azabicyclo[3.2.1]oct-3-yl(methyl)amino][1,3]thiazolo[5,4-b]pyridin-5-yl}-2-methyl-2H-indazol-7-carbonitril-Hydrochlorid